1-methyl-4-(3-(trifluoromethyl)but-3-en-1-yn-1-yl)benzene CC1=CC=C(C=C1)C#CC(=C)C(F)(F)F